5-benzyl-3,6-dioxo-2-piperazineacetic acid C(C1=CC=CC=C1)C1NC(C(NC1=O)CC(=O)O)=O